CC=1N=C(SC1C1=CC2=C(C(=N1)N1CCOCC1)C(N(C2)[C@H](C(F)(F)F)C)=O)NC(C)=O (S)-N-(4-methyl-5-(4-morpholinyl-3-oxo-2-(1,1,1-trifluoroprop-2-yl)-2,3-dihydro-1H-pyrrolo[3,4-c]pyridin-6-yl)thiazol-2-yl)acetamide